Cl.CC1CNCCC1CO (3-Methylpiperidin-4-yl)methanol hydrochloride